2-N-isobutyryl-6-O-diphenylcarbamoyl-guanosine C(C(C)C)(=O)NC=1N=C(C=2N=CN([C@H]3[C@H](O)[C@H](O)[C@@H](CO)O3)C2N1)OC(N(C1=CC=CC=C1)C1=CC=CC=C1)=O